ClC=1C=C(C(=O)ONC(C)=N)C=C(C1)Cl N-(3,5-dichlorobenzoyloxy)acetimidamide